2,5-dibutyl-4-methyl-oxazole C(CCC)C=1OC(=C(N1)C)CCCC